4-(3,5-dichloro-4-hydroxybenzamido)-N-(2,4-difluorobenzyl)thiazole-5-carboxamide ClC=1C=C(C(=O)NC=2N=CSC2C(=O)NCC2=C(C=C(C=C2)F)F)C=C(C1O)Cl